ClC1=CC=C(C=C1)S(=O)(=O)C(C(=O)O)C(C)C 2-[(4-chlorophenyl)sulfonyl]-3-methyl-butyric acid